tetrasodium 2-phosphonobutane-1,2,4-tricarboxylic acid P(=O)(O)(O)C(CC(=O)O)(CCC(=O)O)C(=O)O.[Na].[Na].[Na].[Na]